C(#C)C1CC(CCC1)NC(C1=CC(=C(C=C1)[N+](=O)[O-])OC)=O N-(3-ethynylcyclohexyl)-3-methoxy-4-nitrobenzamide